C(N)(=N)CCCCC(=O)O 5-guanylvaleric acid